4-({2-[(4-{13-chloro-8-ethyl-4-fluoro-15-methyl-9-oxo-6,8,10-triazatricyclo[9.4.0.02,7]pentadeca-1(11),2(7),3,5,12,14-hexaen-10-yl}-3,5-difluorophenyl)amino]ethyl}amino)butanoic acid ClC1=CC=2N(C(N(C=3N=CC(=CC3C2C(=C1)C)F)CC)=O)C1=C(C=C(C=C1F)NCCNCCCC(=O)O)F